N-(1-(tert-butyl)-4-(4-(trifluoromethoxy)phenyl)-1H-pyrazolo[3,4-d]pyrimidin-6-yl)-5-nitrothiophene-2-carboxamide C(C)(C)(C)N1N=CC=2C1=NC(=NC2C2=CC=C(C=C2)OC(F)(F)F)NC(=O)C=2SC(=CC2)[N+](=O)[O-]